ethyl 4-chloro-6-(1-(difluoromethyl)-1H-pyrazol-4-yl)nicotinate ClC1=CC(=NC=C1C(=O)OCC)C=1C=NN(C1)C(F)F